N1(C(CCC1)=O)C#N pyrrolidonecarbonitrile